5-tert-butyl-2-(3-chlorophenyl)pyrazol C(C)(C)(C)C=1C=CN(N1)C1=CC(=CC=C1)Cl